2-[2-[4-[(4-chlorophenyl)-phenylmethyl]piperazin-1-yl]ethoxy]ethanol dihydrochloride Cl.Cl.ClC1=CC=C(C=C1)C(N1CCN(CC1)CCOCCO)C1=CC=CC=C1